1-methyl-6,7-dihydro-5H-pyrazolo[3,4-b]pyridin-4-one CN1N=CC2=C1NCCC2=O